ClC1=CC(=C(C=C1)C1=NC(=CN2C1=NC(=C(C2=O)C)C)[C@H]2C[C@H](OCC2)C2=CC(=NC=C2)C)F 9-(4-chloro-2-fluoro-phenyl)-2,3-dimethyl-7-[(2S,4R)-2-(2-methyl-4-pyridyl)tetrahydropyran-4-yl]pyrazino[1,2-a]pyrimidin-4-one